NC1=C(C=CC(=C1)C)O ortho-amino-para-methylphenol